3-bromo-5-chloro-2-fluoropyridine BrC=1C(=NC=C(C1)Cl)F